ClC1=C(C=CC=C1)N1C=2N(C3=C(C1=O)C=NC(=N3)NC3=CC=C(C=C3)N3CC1N(CC3)CCC1)C=CN2 6-(2-chlorophenyl)-2-{[4-(hexahydropyrrolo[1,2-a]pyrazin-2(1H)-yl)phenyl]amino}imidazo[1,2-a]pyrimido[5,4-e]pyrimidin-5(6H)-one